4-[4-benzyloxy-2-[2-(difluoromethoxy)-1,1-dimethyl-ethyl]-6-fluoro-1-(4-fluorophenyl) indol-3-yl]Benzyl benzoate C(C1=CC=CC=C1)(=O)OCC1=CC=C(C=C1)C1=C(N(C2=CC(=CC(=C12)OCC1=CC=CC=C1)F)C1=CC=C(C=C1)F)C(COC(F)F)(C)C